2,2,5'-trifluoro-6'-(trifluoromethyl)-2',3'-dihydro-1'H-spiro[cyclopropane-1,4'-isoquinolin]-1'-one FC1(CC12CNC(C1=CC=C(C(=C21)F)C(F)(F)F)=O)F